5-amino-N-(3-cyano-4-methyl-1H-indol-7-yl)-1-(2-hydroxy-1,1-dimethylethyl)pyrazole-4-sulfonamide NC1=C(C=NN1C(CO)(C)C)S(=O)(=O)NC=1C=CC(=C2C(=CNC12)C#N)C